2-{4-[oxetan-3-yl-(2,2,2-trifluoroethyl)amino]piperidin-1-yl}-6-azaspiro[3.4]octane-6-carboxylic acid ethyl ester C(C)OC(=O)N1CC2(CC(C2)N2CCC(CC2)N(CC(F)(F)F)C2COC2)CC1